2-(((1R,5S,6S)-6-(6-((4-Cyano-2-fluorobenzyl)oxy)pyridin-2-yl)-3-azabicyclo[3.1.0]hexan-3-yl)methyl)-4-methoxy-1-(((S)-oxetan-2-yl)methyl)-1H-benzo[d]imidazole-6-carboxylic acid C(#N)C1=CC(=C(COC2=CC=CC(=N2)C2[C@H]3CN(C[C@@H]23)CC2=NC3=C(N2C[C@H]2OCC2)C=C(C=C3OC)C(=O)O)C=C1)F